C1(=CC=CC=C1)COCC1CCC(CC1)C(=O)O 4-(phenylmethoxymethyl)cyclohexanecarboxylic acid